isooctyl-3-(3,5-di-tert-butyl-4-hydroxyphenyl)propionate C(CCCCC(C)C)OC(CCC1=CC(=C(C(=C1)C(C)(C)C)O)C(C)(C)C)=O